C[C@H]1CCC2C(C3C(=C(C[C@@]12C3)C(C)=O)C)(C)C 1-((1s,8aS)-1,4,4,6-tetramethyl-2,3,3a,4,5,8-hexahydro-1H-5,8a-methanoazulen-7-yl)ethanone